(S)-1-(5-(difluoromethyl)pyridin-2-yl)-3-(isoquinolin-4-yl)-2-oxoimidazolidine-4-carbonitrile FC(C=1C=CC(=NC1)N1C(N([C@@H](C1)C#N)C1=CN=CC2=CC=CC=C12)=O)F